ONC(CCCCCCOC1=CC=C(C=C1)C=1SC2=C(N1)C=CC(=C2)C)=O N-hydroxy-7-(4-(6-methylbenzo[d]thiazol-2-yl)phenoxy)heptanamide